C(=O)(OC(C)(C)C)N1C(CNCC1)(C)C 1-Boc-2,2-dimethylpiperazine